ClC=1C=CC=C2C=CC=C(C12)N1CC=2N=CN=C(C2CC1)N1CC(C1)N 1-(7-(8-chloronaphthalen-1-yl)-5,6,7,8-tetrahydropyrido[3,4-d]pyrimidin-4-yl)azetidin-3-amine